Methyl 5-(4-bromo-5-chlorothiophen-2-yl)-2H-1,2,6-thiadiazine-3-carboxylate 1,1-dioxide BrC=1C=C(SC1Cl)C=1C=C(NS(N1)(=O)=O)C(=O)OC